N[C@@H]1[C@H]2N(C[C@@H]1CC2)C=2N(C(C1=C(N2)NC=C1C1=C(C2=CN(N=C2C=C1)C)Cl)=O)C |o1:1,2,5| Rel-2-((1S,4S,7S)-7-amino-2-azabicyclo[2.2.1]heptan-2-yl)-5-(4-chloro-2-methyl-2H-indazol-5-yl)-3-methyl-3,7-dihydro-4H-pyrrolo[2,3-d]pyrimidin-4-one